tert-butyl (3R)-3-(2-ethoxy-2-oxoethoxy)pyrrolidine-1-carboxylate C(C)OC(CO[C@H]1CN(CC1)C(=O)OC(C)(C)C)=O